ClC=1C(=C(C=CC1F)N(C(=O)[C@H]1N(C([C@H]([C@H]1O)O)=O)C1=NC(=CC(=C1)C(F)(F)F)C)C([2H])([2H])[2H])F (2S,3S,4S)-N-(3-Chloro-2,4-difluorophenyl)-3,4-dihydroxy-N-(methyl-d3)-1-(6-methyl-4-(trifluoromethyl)pyridin-2-yl)-5-oxopyrrolidine-2-carboxamide